7-amino-8-(5-methyl-1H-indazol-4-yl)benzofuro[3,2-b]pyridine-6-carboxamide NC1=C(C2=C(C=C1C1=C3C=NNC3=CC=C1C)C1=NC=CC=C1O2)C(=O)N